3-Methyl-5-[[6-[3-(trifluoromethyl)phenyl]pyrazolo[4,3-b]pyridin-1-yl]methyl]-1,2,4-oxadiazole CC1=NOC(=N1)CN1N=CC2=NC=C(C=C21)C2=CC(=CC=C2)C(F)(F)F